((3,4-dimethoxyphenyl)(1-methyl-1H-indol-3-yl)methyl)triphenyl-phosphonium triflate [O-]S(=O)(=O)C(F)(F)F.COC=1C=C(C=CC1OC)C(C1=CN(C2=CC=CC=C12)C)[P+](C1=CC=CC=C1)(C1=CC=CC=C1)C1=CC=CC=C1